1-(2-(pyridin-3-yl)ethyl)guanidine N1=CC(=CC=C1)CCNC(=N)N